1-(4-(4-amino-3-methoxyphenyl)piperazin-1-yl)ethan-1-one NC1=C(C=C(C=C1)N1CCN(CC1)C(C)=O)OC